COC(=O)C1C(C2=C(C=CC(=C2C1)F)F)=O 4,7-difluoro-1-oxo-indan-2-carboxylic acid methyl ester